mono-citrate dihydrate O.O.C(CC(O)(C(=O)O)CC(=O)O)(=O)O